ClC=1C=CC2=C([C@@H](C[C@@H](O2)C(=O)NC23CC(C2)(C3)NC(COC3=CC(=C(C=C3)Cl)F)=O)O)C1 |r| rac-(2R,4R)-6-chloro-N-{3-[2-(4-chloro-3-fluorophenoxy)acetamido]bicyclo[1.1.1]pentan-1-yl}-4-hydroxy-3,4-dihydro-2H-1-benzopyran-2-carboxamide